C1(CCCC1)C1=C(C(NC(=N1)C1=NC=NN1)=O)I 6-cyclopentyl-5-iodo-2-(1H-1,2,4-triazol-5-yl)-4(3H)-pyrimidinone